S1C(=CC2=NC=CC=C21)C(=O)O Thieno[3,2-b]pyridine-2-carboxylic acid